C1(CCCC1)NC(OC1=CC(=C(C=C1)OC)C=1C=NC=C(C1)C=1SC=NN1)=O 3-(5-(1,3,4-thiadiazol-2-yl)pyridin-3-yl)-4-methoxyphenyl cyclopentylcarbamate